phenyl-4-(tetrahydrofuran-2-yl)benzene-1,3-diamine C1(=CC=CC=C1)C1=C(C=CC(=C1N)C1OCCC1)N